D-3-aminoisobutyric acid NCC(C(=O)O)C